tert-butyl 5-bromo-7-iodo-1,1-dimethyl-3-oxoisoindole-2-carboxylate BrC=1C=C2C(N(C(C2=C(C1)I)(C)C)C(=O)OC(C)(C)C)=O